OCCCCOC1=CC=C2CCC(NC2=C1)=O 3,4-dihydro-7-(4-hydroxybutoxy)-2(1H)-quinolinone